CC=1C(=C2C=NNC2=CC1C)C1=C(C=2N=C(N=C(C2C=N1)C1C(CC12CNCCC2)O)OCC21CCCN1CCC2)F (7-(5,6-dimethyl-1H-indazol-4-yl)-8-fluoro-2-((hexahydro-1H-pyrrolizin-7a-yl)methoxy)pyrido[4,3-d]pyrimidin-4-yl)-6-azaspiro[3.5]nonan-2-ol